2-(imidazol-1-yl)-5-nitropyridine N1(C=NC=C1)C1=NC=C(C=C1)[N+](=O)[O-]